(3S,4R)-3-amino-N-((S)-(3-chloro-2,6-difluorophenyl)(4-fluorobicyclo[2.2.1]heptan-1-yl)methyl)-4-hydroxycyclopentane-1-carboxamide N[C@H]1CC(C[C@H]1O)C(=O)N[C@@H](C12CCC(CC1)(C2)F)C2=C(C(=CC=C2F)Cl)F